FC(OC=1C=C(C=C(C1)F)C1=CC=C2C(N(C(NC2=C1)(C)C)CCOC)=O)F 7-(3-(difluoromethoxy)-5-fluorophenyl)-3-(2-methoxyethyl)-2,2-dimethyl-2,3-dihydro-quinazolin-4(1H)-one